1-(2,6-bis(benzyloxy)pyridin-3-yl)-4-(4-(dimethoxymethyl)piperidin-1-yl)-1H-benzo[d]imidazol-2(3H)-one C(C1=CC=CC=C1)OC1=NC(=CC=C1N1C(NC2=C1C=CC=C2N2CCC(CC2)C(OC)OC)=O)OCC2=CC=CC=C2